C(N)(=O)C1=[N+](C=CC(=C1)NC(=O)[C@@H]1O[C@]([C@H]([C@H]1C1=C(C(=C(C=C1)F)F)O)C)(C(F)(F)F)C)[O-] 2-carbamoyl-4-((2R,3S,4S,5R)-3-(3,4-difluoro-2-hydroxyphenyl)-4,5-dimethyl-5-(trifluoromethyl)tetrahydrofuran-2-carboxamido)pyridine 1-oxide